s-(2-oxo)pentadecylcoa CCCCCCCCCCCCCC(=O)CSCCNC(=O)CCNC(=O)[C@H](C(C)(C)COP(=O)(O)OP(=O)(O)OC[C@@H]1[C@H]([C@H]([C@@H](O1)N2C=NC3=C(N=CN=C32)N)O)OP(=O)(O)O)O